D-arginine methylester COC([C@H](N)CCCNC(N)=N)=O